ClC=1C=C(CO[C@@H]2C[C@H](C2)C(=O)NCC2=C(C(=C(C=C2)C(F)(F)F)C=2NC(C=C(N2)CC)=O)F)C=CC1 trans-3-[(3-chlorobenzyl)oxy]-N-[3-(4-ethyl-6-oxo-1,6-dihydropyrimidin-2-yl)-2-fluoro-4-(trifluoromethyl)benzyl]cyclobutane-1-carboxamide